1-[2,5-dichloro-4-(methylsulfamoyl)phenyl]-3-[(1S)-1-(2-pyrimidin-2-yl-1,2,4-triazol-3-yl)ethyl]urea ClC1=C(C=C(C(=C1)S(NC)(=O)=O)Cl)NC(=O)N[C@@H](C)C=1N(N=CN1)C1=NC=CC=N1